OC[C@H]1[C@H](C1)C#CC#CC1=CC=C(C(=O)O)C=C1 4-[[(1S,2R)-2-(hydroxymethyl)cyclopropyl]butane-1,3-diynyl]benzoic acid